C(C1=CC=CC=C1)OC=1C(=CC2=C(C=NS(O2)(=O)=O)C1)F 6-(benzyloxy)-7-fluoro-2H-1,2λ6,3-benzoxathiazine-2,2-dione